2-(2-((5-(1-aminoisoquinolin-7-yl)-1-(3,3-difluorocyclopentyl)-1H-indazol-3-yl)methoxy)phenyl)acetic acid NC1=NC=CC2=CC=C(C=C12)C=1C=C2C(=NN(C2=CC1)C1CC(CC1)(F)F)COC1=C(C=CC=C1)CC(=O)O